ClC=1C(=C(C(=NC1C)CO)C#N)C 5-chloro-2-(hydroxymethyl)-4,6-dimethylpyridine-3-carbonitrile